di(prop-2-yl)azanide CC(C)[N-]C(C)C